C(C)(C)(C)OC(=O)N1CC(C(C1)C=CC1=CC=C(C=C1)C(F)(F)F)CC 3-Ethyl-4-{2-[4-(trifluoromethyl)phenyl]vinyl}pyrrolidine-1-carboxylic acid tert-butyl ester